C(C)C1=C(C(C(O1)C)=O)O 5-Ethyl-2-methyl-4-hydroxy-3(2H)-furanone